FC1=CC=C(C=C1)S(=O)(=O)[C@]12CCN([C@@H]2CCC2=C1C=CC(=C2)OC2=C(C=CC=C2)C)C(=O)C2CCS(CC2)(=O)=O 4-[(3aR,9bR)-9b-(4-fluorobenzenesulfonyl)-7-(2-methylphenoxy)-1H,2H,3H,3aH,4H,5H,9bH-benzo[e]indole-3-carbonyl]-1λ6-thiane-1,1-dione